ClC1=C(C(=O)N(/C(=C(/C(F)(F)F)\F)/F)C2(CC2)C#N)C=C(C=C1)C=1C=NN(C1)C=1N(N=C(C1C(F)(F)F)OC(C(C(F)(F)F)F)(F)F)C 2-chloro-N-(1-cyanocyclopropyl)-5-[1-[5-(1,1,2,3,3,3-hexafluoropropoxy)-2-methyl-4-(trifluoromethyl)pyrazol-3-yl]pyrazol-4-yl]-N-[(E)-1,2,3,3,3-pentafluoroprop-1-enyl]benzamide